Cl.COC1=CC=C(C=C1)C1=NOC(=N1)N1CCC(CC1)C(=O)NC[C@@H]1NCCC1 (R)-1-(3-(4-methoxyphenyl)-1,2,4-oxadiazol-5-yl)-N-(pyrrolidin-2-ylmethyl)piperidine-4-carboxamide hydrochloride